(4-aminophenyl)(8-fluoroimidazo[1,2-a]pyridin-3-yl)methanone Methyl-3-[4-[2-methoxy-5-[(1R)-1-[[2-methyl-5-(4-methylpiperazin-1-yl)benzoyl]amino]ethyl]phenyl]-1-piperidyl]propanoate COC(CCN1CCC(CC1)C1=C(C=CC(=C1)[C@@H](C)NC(C1=C(C=CC(=C1)N1CCN(CC1)C)C)=O)OC)=O.NC1=CC=C(C=C1)C(=O)C1=CN=C2N1C=CC=C2F